C1(=CC=CC=C1)C1([Se]CCCC1)CC(C1=C(C(=C(C=C1C)OC)OC)OC)C1=CC=CC=C1 phenyl-(2-phenyl-2-(2,3,4-trimethoxy-6-methylphenyl)ethyl)selenane